3-(4-((4-(4-(6-(5-((R)-2-(2,4-difluorophenyl)pyrrolidin-1-yl)pyrazolo[1,5-a]pyrimidin-3-yl)pyridin-2-yl)piperazin-1-yl)piperidin-1-yl)methyl)-2-fluorophenyl)piperidine-2,6-dione FC1=C(C=CC(=C1)F)[C@@H]1N(CCC1)C1=NC=2N(C=C1)N=CC2C2=CC=CC(=N2)N2CCN(CC2)C2CCN(CC2)CC2=CC(=C(C=C2)C2C(NC(CC2)=O)=O)F